FC(C1=NC2=CC(=CC(=C2C=C1)C1(CC1)NC(=O)C=1C=C(OC[C@H](C)N(C(OC(C)(C)C)=O)C)C=CC1C)C=1SC=CN1)F tert-Butyl (S)-(1-(3-((1-(2-(difluoromethyl)-7-(thiazol-2-yl)quinolin-5-yl)cyclopropyl)carbamoyl)-4-methylphenoxy)propan-2-yl)(methyl)carbamate